CC1=C(OC2=C1C=C(C=C2C(F)(F)F)B2OC(C(O2)(C)C)(C)C)C#N 3-methyl-5-(4,4,5,5-tetramethyl-1,3,2-dioxaborolan-2-yl)-7-(trifluoromethyl)benzofuran-2-carbonitrile